6-((2r,6s)-2-(1-cyclopropyl-1H-pyrazol-4-yl)-6-methylmorpholino)-8-(2,4-difluorophenyl)-3-methyl-2-(trifluoromethyl)pyrimido[5,4-d]pyrimidin-4(3H)-one C1(CC1)N1N=CC(=C1)[C@H]1O[C@H](CN(C1)C=1N=C(C=2N=C(N(C(C2N1)=O)C)C(F)(F)F)C1=C(C=C(C=C1)F)F)C